C(CC)=O 1-propanal